NC(CC[C@H]1CC(N(C1)C(=O)OC(C)(C)C)(C)C)C1CC(OC(C1)(C)C)(C)C tert-Butyl (4S)-4-[3-amino-3-(2,2,6,6-tetramethyltetrahydropyran-4-yl)propyl]-2,2-dimethyl-pyrrolidine-1-carboxylate